BrCC1=CC=C(C=O)O1 5-bromomethylfurfural